(4S)-2-(2-aminoethoxymethyl)-3-N-[3-(4,4-diphenylpiperidin-1-yl)propyl]-6-ethyl-4-(4-nitrophenyl)-1,4-dihydropyridine-3,5-dicarboxamide NCCOCC=1NC(=C([C@@H](C1C(=O)NCCCN1CCC(CC1)(C1=CC=CC=C1)C1=CC=CC=C1)C1=CC=C(C=C1)[N+](=O)[O-])C(=O)N)CC